methyl 1-((4-(7-chloro-3-methyldibenzo[b,f][1,4]oxazepin-11-yl)piperazin-1-yl)methyl)cyclopropane-1-carboxylate ClC=1C=CC2=C(OC3=C(C(=N2)N2CCN(CC2)CC2(CC2)C(=O)OC)C=CC(=C3)C)C1